ClC1=NC(=C(C(=C1C(=O)NC1=NN=C(S1)OCC1=CC=C(C=N1)C(=O)OC)C1=CC=NC=C1)OC)C methyl 6-(((5-(2-chloro-5-methoxy-6-methyl-(4,4-bipyridine)-3-amido)-1,3,4-thiadiazol-2-yl)oxy)methyl)pyridine-3-carboxylate